NC1=NC=CC(=C1[N+](=O)[O-])C=1C=NN(C1)C1=CC=C(C=N1)C(C(F)(F)F)(O)C1CCN(CC1)C(=O)OC(C)(C)C tert-butyl 4-(1-(6-(4-(2-amino-3-nitropyridin-4-yl)-1H-pyrazol-1-yl)pyridin-3-yl)-2,2,2-trifluoro-1-hydroxyethyl)piperidine-1-carboxylate